FC=1C=C(C=C2C(=CC=NC12)C(C)(C)O)C1=NC(=NC=C1F)NC1CCN(CC1)S(=O)(=O)C 2-(8-fluoro-6-(5-fluoro-2-((1-(methylsulfonyl)piperidin-4-yl)amino)pyrimidin-4-yl)quinolin-4-yl)propan-2-ol